5-methoxy-2-(3-methyl-1H-pyrazol-4-yl)-4-(2,8-diazaspiro[4.5]decan-8-yl)pyrido[3,4-d]pyrimidine trifluoroacetate FC(C(=O)O)(F)F.COC1=CN=CC=2N=C(N=C(C21)N2CCC1(CCNC1)CC2)C=2C(=NNC2)C